1-(4-((2-(difluoromethyl)phenyl)amino)piperidin-1-yl)ethan-1-one FC(C1=C(C=CC=C1)NC1CCN(CC1)C(C)=O)F